The molecule is a glucotriose consisting of an alpha-D-glucopyranose residue and two beta-D-glucopyranose residues joined in sequence by (1->4) and (1->6) glycosidic bonds. It derives from a beta-maltose and a beta-D-Glcp-(1->6)-beta-D-Glcp. C([C@@H]1[C@H]([C@@H]([C@H]([C@H](O1)O[C@@H]2[C@H](O[C@H]([C@@H]([C@H]2O)O)OC[C@@H]3[C@H]([C@@H]([C@H]([C@@H](O3)O)O)O)O)CO)O)O)O)O